C(C1=CC=CC=C1)N1C=NC(=CC1=O)\C=C\C1=CC(=C(C=C1)OC(F)F)OCC1CC1 (E)-3-benzyl-6-(3-(cyclopropylmethoxy)-4-(difluoromethoxy)styryl)pyrimidin-4(3H)-one